N[C@@H]1CN(CC1)C1=C(C=NC(=C1C1=CC(=CC(=C1)F)F)C#N)C(=O)N[C@@H](C)C1CC1 4-[(3S)-3-aminopyrrolidin-1-yl]-6-cyano-N-[(1S)-1-cyclopropylethyl]-5-(3,5-difluorophenyl)pyridine-3-carboxamide